ClC1=CC=C(C=C1)C1=CC2=C(N=CN(C2=O)C(CO)C)C(=N1)C=1C=NN(C1)C 6-(4-chlorophenyl)-3-(1-hydroxypropan-2-yl)-8-(1-methyl-1H-pyrazol-4-yl)pyrido[3,4-d]pyrimidin-4(3H)-one